C(#N)[C@H](C[C@@H]1C(NCCC1)=O)NC(=O)[C@H]1N([C@@H]2CC([C@H]1CC2)(F)F)C([C@H](C2=CC=CC=C2)O)=O (1S,3S,4S)-N-((S)-1-cyano-2-((R)-2-oxopiperidin-3-yl)ethyl)-5,5-difluoro-2-((S)-2-hydroxy-2-phenylacetyl)-2-azabicyclo[2.2.2]octane-3-carboxamide